ClCC(=O)N1CCN(CC1)C=1C2=C(N=C(N1)CCC1=CC=CC=C1)SC1=C2CCCC1 2-chloro-1-(4-(2-phenethyl-5,6,7,8-tetrahydrobenzo[4,5]thieno[2,3-d]pyrimidin-4-yl)piperazin-1-yl)ethan-1-one